1-bromo-3-(4-(trifluoromethyl)benzyloxy)benzene BrC1=CC(=CC=C1)OCC1=CC=C(C=C1)C(F)(F)F